[6-(5-cyclopropyl-4H-1,2,4-triazol-3-yl)-2-azaspiro[3.3]heptan-2-yl]-[7-[[6-(trifluoromethyl)-3-pyridyl]methyl]-2,7-diazaspiro[3.5]nonan-2-yl]methanone C1(CC1)C=1NC(=NN1)C1CC2(CN(C2)C(=O)N2CC3(C2)CCN(CC3)CC=3C=NC(=CC3)C(F)(F)F)C1